dioleoyl-phosphoglycerol C(CCCCCCC\C=C/CCCCCCCC)(=O)C(OP(=O)(O)O)(C(O)CO)C(CCCCCCC\C=C/CCCCCCCC)=O